(R)-1-phenylethyl (amino(methyl)(oxo)-λ6-sulfaneylidene)carbamate NS(=O)(C)=NC(O[C@H](C)C1=CC=CC=C1)=O